CC1=C(C(=C(C1([Hf]C1(C=CC2=CC=3CC(CC3C=C12)(C)C)CCC1=CC=CC=C1)C)C)C)C Pentamethylcyclopentadienyl-(1-phenethyl-6,6-dimethyl-1,5,6,7-tetrahydro-s-indacenyl)hafnium